FC([C@H]1N(C(OC1)=C=O)C=1N=C2N(CCOC3=C2C=CC(=C3)N[C@H](C(=O)N)CF)C1)F (R)-2-((2-((S)-4-(difluoromethyl)-2-carbonyloxazolidin-3-yl)-5,6-dihydrobenzo[f]imidazo[1,2-d][1,4]oxazepin-9-yl)amino)-3-fluoropropionamide